Isodecanoate C(CCCCCCC(C)C)(=O)[O-]